N=1C=NN2C=NC(=CC21)OC2=C(C=C(C=C2)NC2=NC=NC1=CC=C(C(=C21)OC2CCC(CC2)N(C)C)OC)C N-(4-([1,2,4]triazolo[1,5-c]pyrimidin-7-yloxy)-3-methylphenyl)-5-((4-(dimethylamino)cyclohexyl)oxy)-6-methoxyquinazolin-4-amine